N-methyl-4-(1-methylcyclobutoxy)-1,2,5-oxadiazole-3-carboxamide CNC(=O)C1=NON=C1OC1(CCC1)C